CN1N=CC=C1N[C@H](C(=O)O)CCN(CCCCC1=NC=2NCCCC2C=C1)CCOC=1C=NC(=CC1)C (S)-2-((1-methyl-1H-pyrazol-5-yl)amino)-4-((2-((6-methylpyridin-3-yl)oxy)ethyl)(4-(5,6,7,8-tetrahydro-1,8-naphthyridin-2-yl)butyl)amino)butanoic acid